C1(=CC=CC=C1)C1=CC(CC(C1)C1=CC=CC=C1)=O 3,5-diphenyl-cyclohexenone